NC1CC(CCC1)C(=O)O 3-aminocyclohexane-1-carboxylic acid